OC=1C=C2CN(C(C2=CC1)=O)CCC1=CC=CC=C1 5-hydroxy-2-phenethylisoindolin-1-one